BrC1=C(C(=C(O[C@H](C(=O)O)C)C(=C1[2H])[2H])C(CC)(F)F)[2H] (2S)-2-[4-bromo-2-(1,1-difluoropropyl)(3,5,6-2H3)phenoxy]propanoic acid